ClC1=C(C=C(OCC2=NN=C(O2)C23CC(C2)(C3)C(C(=O)N)OC3=CC2=C(OC(O2)(F)F)C=C3)C=C1)F (3-{5-[(4-chloro-3-fluorophenoxy)methyl]-1,3,4-oxadiazol-2-yl}bicyclo-[1.1.1]pentan-1-yl)-2-[(2,2-difluoro-2H-1,3-benzodioxol-5-yl)oxy]acetamide